N-tert-butyl-1-{8-[3-(trifluoromethyl)-1,2,4-oxadiazol-5-yl]-8-azabicyclo[3.2.1]oct-3-yl}piperidine-4-carboxamide C(C)(C)(C)NC(=O)C1CCN(CC1)C1CC2CCC(C1)N2C2=NC(=NO2)C(F)(F)F